CC([C@@H](N)C(=O)O)(S)C 3,3-dimethyl-(D)-cysteine